C(C)C1CCCC=2C3=CC=CC(=C3NC12)C(=O)O 1-ethyl-2,3,4,9-tetrahydro-carbazol-8-carboxylic acid